(S)-5-(5-Chloro-2-(3-(morpholinomethyl)-1,2,3,4-tetrahydroisoquinoline-2-carbonyl)phenyl)-1,2-dimethyl-1H-pyrrole-3-carbonyl chloride ClC=1C=CC(=C(C1)C1=CC(=C(N1C)C)C(=O)Cl)C(=O)N1CC2=CC=CC=C2C[C@H]1CN1CCOCC1